14-hydroxy-docosapentaenoic acid OC(CCC=CC=CC=CC=CC=CC(=O)O)CCCCCCCC